C1CCCC12CCC(CC2)C(=O)O[C@@H]2[C@](O[C@H](C2)N2C1=NC(=NC(=C1N=C2)NC(=O)[C@@H]2OC(CC2)=O)Cl)(CO)C#C (2R,3S,5R)-5-(2-chloro-6-((R)-5-oxotetrahydrofuran-2-carboxamido)-9H-purin-9-yl)-2-ethynyl-2-(hydroxymethyl)tetrahydrofuran-3-yl spiro[4.5]decane-8-carboxylate